N-(4-chlorobenzyl)-N-(1-phenethylpiperidin-4-yl)propanamide ClC1=CC=C(CN(C(CC)=O)C2CCN(CC2)CCC2=CC=CC=C2)C=C1